(4-vinyl)-benzyl-quinoline chloride [Cl-].C(=C)C1=CC=C(CC2=NC3=CC=CC=C3C=C2)C=C1